(2S)-2-amino-N-(5-(1-(5,5-difluoro-2-oxotetrahydropyrimidin-1(2H)-yl)-2-((2R,5R)-2,5-dimethylmorpholino)ethyl)thiazol-2-yl)-2-((1r,4S)-4-methylcyclohexyl)acetamide N[C@H](C(=O)NC=1SC(=CN1)C(CN1C[C@H](OC[C@H]1C)C)N1C(NCC(C1)(F)F)=O)C1CCC(CC1)C